(1R,5S,6R)-6-((2-chloro-4-fluorophenoxy)methyl)-3-azabicyclo[3.1.0]hexane hydrochloride Cl.ClC1=C(OCC2[C@H]3CNC[C@@H]23)C=CC(=C1)F